(cyclobutoxy)-1H-pyrrolo[2,3-b]pyridine-2-carboxylic acid C1(CCC1)ON1C(=CC=2C1=NC=CC2)C(=O)O